O[C@H](C)C1=CC2=C(N=C(N=C2)NC2=CC=C(C=N2)N2C(CNCC2)=O)C(=N1)N1CCCC1 1-[6-[[6-[(1R)-1-hydroxyethyl]-8-pyrrolidin-1-ylpyrido[3,4-d]pyrimidin-2-yl]amino]pyridin-3-yl]piperazin-2-one